(3R,5S)-3,5-dimethylpiperazine-1-carboxylic acid tert-butyl ester C(C)(C)(C)OC(=O)N1C[C@H](N[C@H](C1)C)C